C(C)(C)(C)C1=CC=C(C=C1)C#CNC1=CC=CC=C1 2-(4-tert-butylphenyl)ethynylaniline